OC1=C(C=CC(=C1)C(F)(F)F)C1=NN=C(C2=CC=CC=C12)N[C@H]1CN(CCC1)CC(=O)OCC Ethyl (R)-2-(3-((4-(2-hydroxy-4-(trifluoromethyl)phenyl)phthalazin-1-yl)amino)piperidin-1-yl)acetate